FC1=CC(=C(C=C1)C1=CC(=CC=2C(N(CCOC21)[C@@H](C)C2=NC=CC(=C2)OC)=O)CO)C (S)-9-(4-fluoro-2-methylphenyl)-7-(hydroxymethyl)-4-(1-(4-methoxypyridin-2-yl)ethyl)-3,4-dihydrobenzo[f][1,4]oxazepin-5(2H)-one